1-(bicyclo[1.1.1]pentan-1-yl)-3-(6-methoxy-2-methylpyridin-3-yl)-7-(trifluoromethyl)-2,3-dihydroquinazolin-4(1H)-one C12(CC(C1)C2)N2CN(C(C1=CC=C(C=C21)C(F)(F)F)=O)C=2C(=NC(=CC2)OC)C